2-(4-Methyl-2H-1,2,3-triazol-2-yl)-5-(6-methyl-7-(4-(pyrrolidin-1-ylmethyl)phenyl)imidazo[1,2-b]pyridazin-3-yl)-1,8-naphthyridine CC1=NN(N=C1)C1=NC2=NC=CC(=C2C=C1)C1=CN=C2N1N=C(C(=C2)C2=CC=C(C=C2)CN2CCCC2)C